N1N=NN=C1C1=C(C=CC=C1)C1=CC(=CC(=N1)N(CC(C)C)CC1=CC=C(C=C1)F)NC1=NC(=CC=C1)C(F)F 6-(2-(1H-tetrazol-5-yl)phenyl)-N4-(6-(difluoromethyl)pyridin-2-yl)-N2-(4-fluorobenzyl)-N2-isobutylpyridine-2,4-diamine